OC[C@@H](C)NC1=NC(=CC(=N1)C=1C=C(C=CC1C)NC(=O)N1C[C@@H](CC1)CC(F)(F)F)N1CCOCC1 (S)-N-(3-(2-(((R)-1-hydroxypropan-2-yl)amino)-6-morpholinylpyrimidin-4-yl)-4-methylphenyl)-3-(2,2,2-trifluoroethyl)pyrrolidine-1-carboxamide